N-(4-morpholinylphenyl)pyrimidin-2-amine N1(CCOCC1)C1=CC=C(C=C1)NC1=NC=CC=N1